FC(CI)F 1,1-difluoro-2-iodo-ethane